C(N)(=O)C=1C=CC(=C2C=CN=NC12)N1CCC(CC1)N(C(OC(C)(C)C)=O)CC tert-butyl N-[1-(8-carbamoylcinnolin-5-yl)piperidin-4-yl]-N-ethylcarbamate